OC1C(CCCC1)NC(OC(C)(C)C)=O tert-butyl N-(2-hydroxycyclohexyl)carbamate